2-(pyrrolidin-2-yl)acetamide TFA salt OC(=O)C(F)(F)F.N1C(CCC1)CC(=O)N